C(#C)C1=CC=C(C=C1)C1=NN=C(C2=CC=CC=C12)NC1CC(C1)(O)C (cis)-3-((4-(4-ethynylphenyl)phthalazin-1-yl)amino)-1-methylcyclobutan-1-ol